3-(3-fluoro-2-methylanilino)-2-(3-{[(2S)-1-methyl-pyrrolidin-2-yl]methoxy}pyridin-4-yl)-1,5,6,7-tetrahydro-4H-pyrrolo[3,2-c]pyridin-4-one FC=1C(=C(NC2=C(NC3=C2C(NCC3)=O)C3=C(C=NC=C3)OC[C@H]3N(CCC3)C)C=CC1)C